3-chloro-5,7-dimethoxy-1,2-benzothiazole 1,1-dioxide ClC1=NS(C2=C1C=C(C=C2OC)OC)(=O)=O